COC(=O)C=1SC=CC1NC(\C(=C(\C=1C=NOC1C)/O)\C#N)=O.ClC1=NC=NC2=CC(=C(C=C12)OCCCN1CCOCC1)OC 4-chloro-7-methoxy-6-[3-(morpholin-4-yl)propoxy]Quinazoline methyl-(Z)-3-(2-cyano-3-hydroxy-3-(5-methylisoxazol-4-yl)acrylamido)thiophene-2-carboxylate